C(C)OCC(COC1=CC=C(C=C1)[N+](=O)[O-])OCC(COC1=CC=C(C=C1)[N+](=O)[O-])O 1-((1-ethoxy-3-(4-nitrophenoxy)-2-propyl)oxy)-3-(4-nitrophenoxy)-2-propanol